ClC=1C=C2C=C(NC2=CC1)C(=O)N[C@H](C(=O)OC)CC1=CC=C(C=C1)C#N Methyl (S)-2-(5-chloro-1H-indole-2-carboxamido)-3-(4-cyanophenyl)propanoate